4-HYDROXYPIPERIDINE OC1CCNCC1